C1(=C(C=CC=C1)C(C(C(=O)O)(O)C1=C(C=CC=C1)C)(O)C(=O)O)C.N(=[N+]=[N-])CCOCC#C 3-(2-azidoethoxy)prop-1-yne ditoluyl-tartrate